Cl.FC1(CCC2=C(C=CC=C12)C=1CCCC2=C(C1C1=CC=C(C=C1)CC1CN(C1)CCCF)C=CC(=C2)C(=O)O)F 8-(1,1-difluoro-2,3-dihydro-1H-inden-4-yl)-9-(4-((1-(3-fluoropropyl)azetidin-3-yl)methyl)phenyl)-6,7-dihydro-5H-benzo[7]annulene-3-carboxylic acid hydrochloride